9-(4-(5-oxa-2-azaspiro[3.4]octane-2-carbonyl)benzyl)-2-(2-isopropylphenyl)-7,9-dihydro-8H-purin-8-one C1N(CC12OCCC2)C(=O)C2=CC=C(CN1C3=NC(=NC=C3NC1=O)C1=C(C=CC=C1)C(C)C)C=C2